Cis-3-methyl-3-(3-(2-(3-methylisoxazol-5-yl)acetamido)-1H-pyrazol-5-yl)cyclopentyl (1-methyl cyclopropyl)carbamate CC1(CC1)NC(O[C@@H]1C[C@@](CC1)(C1=CC(=NN1)NC(CC1=CC(=NO1)C)=O)C)=O